6-chloro-N-(3-methyl-4-((2-methyl-2H-pyrazolo[4,3-b]pyridin-6-yl)oxy)phenyl)pyrido[3,2-d]pyrimidin-4-amine ClC=1C=CC=2N=CN=C(C2N1)NC1=CC(=C(C=C1)OC1=CC=2C(N=C1)=CN(N2)C)C